ClC=1C2=C(N=CN1)N(C=C2)C2C(C(CO2)(O)C)O 5-(4-chloro-7H-pyrrolo[2,3-d]pyrimidin-7-yl)-3-methyltetrahydrofuran-3,4-diol